[N+](=O)([O-])C1=CC=C(C=C1)NC(=O)NCCC 1-(4-nitrophenyl)-3-propylurea